1,3,5-tris(4-bromomethylphenyl)benzene BrCC1=CC=C(C=C1)C1=CC(=CC(=C1)C1=CC=C(C=C1)CBr)C1=CC=C(C=C1)CBr